C(CCCCCCC=C)OCC(COCCOCCOCCOCCOC(C1=CC=CC=C1)(C1=CC=CC=C1)C1=CC=CC=C1)OCCC(CCC[C@@H](CCC[C@@H](CCCC(C)C)C)C)C [2-[2-[2-[2-[3-non-8-enoxy-2-[(7R,11R)-3,7,11,15-tetramethylhexadecoxy]propoxy]ethoxy]ethoxy]ethoxy]ethoxydiphenyl-methyl]benzene